ClC1=CC=C(C=N1)C(=O)NC1=NN(C(=C1)C1=NC2=C(N1)C(=CC(=C2)OC)F)CC2=CC=C(C=C2)OC 6-chloro-N-[5-(7-fluoro-5-methoxy-1H-benzimidazol-2-yl)-1-[(4-methoxyphenyl)methyl]pyrazol-3-yl]-pyridine-3-carboxamide